Ethylene diammonium adipate C(CCCCC(=O)[O-])(=O)[O-].[NH4+].[NH4+].C=C